1-((3-((R)-1-(4-methyl-4H-1,2,4-triazol-3-yl)propan-2-yl)phenyl)carbamoyl)-3-(trifluoromethyl)pyrrolidine-3-carboxylic acid CN1C(=NN=C1)C[C@@H](C)C=1C=C(C=CC1)NC(=O)N1CC(CC1)(C(=O)O)C(F)(F)F